5-(hydroxymethylene)-4-oxo-3-(trifluoromethyl)-4,5,6,7-tetrahydro-1-benzofuran-2-carboxylic acid ethyl ester C(C)OC(=O)C=1OC2=C(C1C(F)(F)F)C(C(CC2)=CO)=O